CN(C(=O)OC1=CC2=C(C3(N(C(O2)=O)CC2=C(C(=CC=C2)NS(NC)(=O)=O)F)CN(C3)C(=O)OC(C)(C)C)C=C1)C tert-butyl 7'-[(dimethylcarbamoyl)oxy]-3'-({2-fluoro-3-[(methylsulfamoyl)amino]phenyl}methyl)-2'-oxo-2',3'-dihydrospiro[azetidine-3,4'-[1,3]benzoxazine]-1-carboxylate